5-fluoro-2-(2-methoxyphenoxy)-6-[4-methyl-5-oxo-3-(trifluoromethyl)-1,2,4-triazol-1-yl]pyridine-3-carbonitrile FC=1C=C(C(=NC1N1N=C(N(C1=O)C)C(F)(F)F)OC1=C(C=CC=C1)OC)C#N